2-{[3-({2-[(2,4-dichlorophenoxy)methyl]-1,3-oxazol-5-yl}methyl)azetidin-1-yl]methyl}-1-[(1-ethyl-1H-imidazol-5-yl)methyl]-1H-1,3-benzodiazole-6-carboxylic acid ClC1=C(OCC=2OC(=CN2)CC2CN(C2)CC2=NC3=C(N2CC2=CN=CN2CC)C=C(C=C3)C(=O)O)C=CC(=C1)Cl